(2-(4-(2-chloro-4-((3-(4-(cyanomethoxy)-2,3-difluorophenyl)imidazo[1,2-a]pyrazin-8-yl)amino)benzoyl)piperazin-1-yl)ethyl)proline trifluoroacetate FC(C(=O)O)(F)F.ClC1=C(C(=O)N2CCN(CC2)CCN2[C@@H](CCC2)C(=O)O)C=CC(=C1)NC=1C=2N(C=CN1)C(=CN2)C2=C(C(=C(C=C2)OCC#N)F)F